alpha-bromoacrylic acid BrC(C(=O)O)=C